1-bromo-3-(methyl-d3)benzene-2,4,5,6-d4 BrC1=C(C(=C(C(=C1[2H])[2H])[2H])C([2H])([2H])[2H])[2H]